SC(CO)(CO)CC 2-mercapto-2-ethyl-1,3-propanediol